O=CCCCC(=O)O 5-oxopentanoic Acid